5-((4-(2-(tert-butyl)-4-(3-((2,6-difluorophenyl)sulfonamido)-2-fluorophenyl)thiazol-5-yl)pyrimidin-2-yl)amino)pentanoic acid C(C)(C)(C)C=1SC(=C(N1)C1=C(C(=CC=C1)NS(=O)(=O)C1=C(C=CC=C1F)F)F)C1=NC(=NC=C1)NCCCCC(=O)O